BrC=1C(N(C(=CC1OCC=1C=NC=CC1F)C)C1=CC(=NC=C1C)C1=NC(=NC=C1C)C(C)(C)O)=O (M)-3-bromo-4-((4-fluoropyridin-3-yl)methoxy)-2'-(2-(2-hydroxypropan-2-yl)-5-methylpyrimidin-4-yl)-5',6-dimethyl-2H-[1,4'-bipyridin]-2-one